CC=C(C(=O)O)CCCC methyl-2-butylprop-2-enoic acid